ClC=1C=CC(=NC1)N1C2CN(CC1CC2)C(CCNCC2=CC=CC=1N2N=CN1)=O 1-[8-(5-chloropyridin-2-yl)-3,8-diazabicyclo[3.2.1]octan-3-yl]-3-[({[1,2,4]triazolo[1,5-a]pyridin-5-yl}methyl)amino]propan-1-one